4-hydroxybenzoate OC1=CC=C(C(=O)[O-])C=C1